CC1(CCC2=C(C=CS2)C1)C 5,5-dimethyl-6,7-dihydro-4H-benzothiophene